IC=1C=C2C=CNC2=C(C1)C(=O)O 5-Iodo-1H-indole-7-carboxylic acid